(p-nonylphenyl) ((2-ethylhexyl) phosphonate) C(C)C(CP(OC1=CC=C(C=C1)CCCCCCCCC)([O-])=O)CCCC